(3R)-N-[(3-chlorophenyl)methyl]-1-[5-(5-fluoro-2-methoxypyridin-4-yl)-1H-pyrazole-3-carbonyl]piperidine-3-carboxamide ClC=1C=C(C=CC1)CNC(=O)[C@H]1CN(CCC1)C(=O)C1=NNC(=C1)C1=CC(=NC=C1F)OC